N-(2-fluoropyridin-4-yl)-4-((2-methyl-4-phenylthiazol-5-yl)oxy)pyridin-2-amine FC1=NC=CC(=C1)NC1=NC=CC(=C1)OC1=C(N=C(S1)C)C1=CC=CC=C1